N1(CN(CN(C1)C(CNC(CCNC(CI)=O)=O)=O)C(CNC(CCNC(CI)=O)=O)=O)C(CNC(CCNC(CI)=O)=O)=O N,N',N''-((1,3,5-triazinane-1,3,5-triyl)tris(2-oxoethane-2,1-diyl))tris(3-(2-iodoacetamido)propanamide)